CC(C(C(=O)O)C1=NOC(=N1)CCC)C 3-methyl-2-(5-propyl-1,2,4-oxadiazol-3-yl)butanic acid